FC1=C2C(NC(=NC2=CC(=C1)OCC1CCN(CC1)C1CN(C1)C1CN(C1)C(=O)OC(C)(C)C)CSC1CCOCC1)=O tert-butyl 3-(4-(((5-fluoro-4-oxo-2-(((tetrahydro-2H-pyran-4-yl)thio)methyl)-3,4-dihydroquinazolin-7-yl)oxy)methyl)piperidin-1-yl)-[1,3'-biazetidine]-1'-carboxylate